O=C(CC(=O)OCC(COC(CCCCCCCC1C(C=CC(C1CCCCCCCC)CCCCCCCC(=O)OCC(CC)(COC(CC(C)=O)=O)COC(CC(C)=O)=O)CCCCCC)=O)(CC)COC(CC(C)=O)=O)C 2,2-bis(3-oxobutanoyloxymethyl)butyl 8-[5-[8-[2,2-bis(3-oxobutanoyloxymethyl)butoxy]-8-oxo-octyl]-4-hexyl-6-octyl-cyclohex-2-en-1-yl]octanoate